[Br-].C[N+](CC(COCCCCCCCC\C=C/CCCCCCCC)OCCCCCCCC\C=C/CCCCCCCC)(CCCCO)C dimethyl-4-hydroxybutyl-2,3-dioleyloxypropylammonium bromide